C(CCCCC)OC1=CC=C(C=C1)C1=CC=2NC3=CC(=CC=C3C2C=C1)C1=CC=C(C=C1)OCCCCCC 2,7-bis(4-(hexyloxy)phenyl)-9H-carbazole